4-benzylsulfonyl-2-aminomethoxybenzene C(C1=CC=CC=C1)S(=O)(=O)C1=CC(=CC=C1)OCN